BrC1=CC=C(C=C1)CC(CC(=O)O)C 4-(4-bromophenyl)-3-methylbutanoic acid